C(CC(O)(C(=O)O)CC(=O)O)(=O)O.OC(CC(=O)O)(CC(=O)O)C(=O)O 2-hydroxypropane-1,2,3-tricarboxylic Acid (Citric Acid) Salt